(R)-2,2-dimethyl-1-(5-methyl-1-(2-azaspiro[3.3]heptan-6-yl)-1H-pyrazol-3-yl)piperidin-4-yl 2,2,2-trifluoroacetate FC(C(=O)O[C@H]1CC(N(CC1)C1=NN(C(=C1)C)C1CC2(CNC2)C1)(C)C)(F)F